BrC=1C=C(C=C2CC(N(C12)C(C)C)CO)C(=O)NC1=CC=C(C=C1)OC(F)(F)Cl 7-bromo-N-(4-(chlorodifluoromethoxy)phenyl)-2-(hydroxymethyl)-1-isopropylindoline-5-carboxamide